2-methylbutane-2-thiol CC(C)(CC)S